ClC1=NC(=CC2=C1C(N(C2=O)CC2=CC=C(C=C2)OC)C2=C(C=CC=C2)C)Cl 4,6-dichloro-2-[(4-methoxyphenyl)methyl]-3-(2-methylphenyl)-1H,2H,3H-pyrrolo[3,4-c]Pyridin-1-one